2-(8-methoxy-naphthalen-1-yl)-N,N-dimethylethan-1-amine COC=1C=CC=C2C=CC=C(C12)CCN(C)C